Ethyl 2-((((4aR,6R,7R,7aR)-7-acetoxy-6-(4-aminopyrrolo[2,1-f][1,2,4]triazin-7-yl)-6-cyano-2-oxidotetrahydro-4H-furo[3,2-d][1,3,2]dioxaphosphinin-2-yl)oxy)methyl)benzoate C(C)(=O)O[C@H]1[C@](O[C@H]2[C@H]1OP(OC2)(=O)OCC2=C(C(=O)OCC)C=CC=C2)(C#N)C2=CC=C1C(=NC=NN12)N